3,3-difluoro-1-(1,3,4-thiadiazol-2-yl)cyclobutan-1-amine hydrochloride Cl.FC1(CC(C1)(N)C=1SC=NN1)F